1,3-dioxoisoindolin-2-yl tetrahydrothiophene-2-carboxylate S1C(CCC1)C(=O)ON1C(C2=CC=CC=C2C1=O)=O